(2S,4S)-4-fluoro-1-[2-[4-[(8-fluoro-5-isoquinolyl)amino]-1-piperidyl]acetyl]pyrrolidine-2-carbonitrile F[C@H]1C[C@H](N(C1)C(CN1CCC(CC1)NC1=C2C=CN=CC2=C(C=C1)F)=O)C#N